ClC=1C(=C2C(=NC1)NC(=N2)C2=CC=C(C=C2)N2CCN(CCC2)CCOC(C)C)NC2CCN(CC2)C 6-Chloro-2-(4-{4-[2-(1-methylethoxy)ethyl]-1,4-diazepan-1-yl}phenyl)-N-(1-methylpiperidin-4-yl)-3H-imidazo[4,5-b]pyridin-7-amine